ClC1=CC=C2C(=CC=NC2=C1)C1=CC(=C(C=C1)O)C 4-(7-Chloro-4-quinolinyl)-2-methylphenol